dimethyl-taurine ammonium methyl-methacrylate COC(C(=C)C)=O.[NH4+].CN(CCS(=O)(=O)O)C